3-[(5-Methylpyridazin-4-Yl)Acetyl]Benzonitrile CC=1C(=CN=NC1)CC(=O)C=1C=C(C#N)C=CC1